COC1=C(C=O)C(=CC(=C1)C1=CN(C(C(=C1C)C)=O)C)OC 2,6-dimethoxy-4-(1,4,5-trimethyl-6-oxo-1,6-dihydropyridin-3-yl)benzaldehyde